COC1=CC2=C(C=CS2)C=C1 6-methoxy-1-benzothiophene